NCCCN=CCCCCC 1,5-diaza-5-undecene